C=CC(=O)OC1C=CC2C1C3CCC2C3 dihydrodicyclopentadienyl acrylate